2-(8-bromo-6-fluoro-[1,2,4]triazolo[1,5-a]pyridin-5-yl)propan-2-ol methyl-2-[1-[1-(2,6-dibenzyloxy-3-pyridyl)-3-methyl-2-oxo-benzimidazol-5-yl]indol-5-yl]acetate CC(C(=O)OC(C)(C)C1=C(C=C(C=2N1N=CN2)Br)F)C=2C=C1C=CN(C1=CC2)C2=CC1=C(N(C(N1C)=O)C=1C(=NC(=CC1)OCC1=CC=CC=C1)OCC1=CC=CC=C1)C=C2